N-(2-methoxyethyl)-5,6,7,8-tetrahydro-4H-pyrazolo[1,5-a][1,4]diazepine-2-carboxamide COCCNC(=O)C1=NN2C(CNCCC2)=C1